4-(4-{3-[(tert-butoxycarbonyl)amino]propionylamino}-1-methylpyrrolidine-2-amido)-1-methylimidazole-2-carboxylic acid C(C)(C)(C)OC(=O)NCCC(=O)NC1CC(N(C1)C)C(=O)NC=1N=C(N(C1)C)C(=O)O